FC1=C(C(=C(C(=C1F)F)F)F)[B-](C1=C(C(=C(C(=C1F)F)F)F)F)(C1=C(C(=C(C(=C1F)F)F)F)F)C1=C(C(=C(C(=C1F)F)F)F)F.C(C)[NH+](CCCCCCCCCCCCCCCCCC)CCCCCCCCCCCCCCCCCC N-ethyl-N,N-dioctadecylammonium [tetrakis(perfluorophenyl)borate]